B(F)(F)F.OS(=O)(=O)C(F)(F)F Triflic acid Boron trifluoride